COC1=C(CNC=2C=3N(C=C(N2)C=2C=C(C#N)C=CC2)N=C(C3)CC3=NC=CC=C3)C=CC(=C1)OC 3-(4-(2,4-dimethoxybenzylamino)-2-(pyridin-2-ylmethyl)pyrazolo[1,5-a]Pyrazin-6-yl)benzonitrile